[Os+2].FC(C1=NN(C(=N1)C1=NC=CC(=C1)C(C)(C)C)P(C(C1=CC=CC=C1)C1=CC=CC=C1)N1N=C(N=C1C1=NC=CC(=C1)C(C)(C)C)C(F)(F)F)(F)F bis(3-(trifluoromethyl)-5-(4-tert-butylpyridinyl)-1,2,4-triazolyl)diphenylmethylphosphine osmium (II)